CC1=C(OC=2CCC3=CN(N=C3C21)C[C@H]2COCC2)C(=O)NC[C@H]2OCCC2 8-Methyl-N-[(2S)-tetrahydrofuran-2-ylmethyl]-2-[(3S)-tetrahydrofuran-3-ylmethyl]-4,5-dihydro-2H-furo[2,3-g]indazol-7-carboxamid